C(CC1=CC=CC=C1)C1(CCN(CC1)CC1=CC=C(C=C1)NC(C)=O)C1=CSC=C1 N-(4-((4-phenethyl-4-(thiophen-3-yl)piperidin-1-yl)methyl)phenyl)acetamide